C(C(=C)C)(=O)OC1=CC=C(C=C1)[P+](C1=CC=CC=C1)(C1=CC=CC=C1)C1=CC=CC=C1 (4-(methacryloyloxy)phenyl)triphenylphosphonium